6-bromo-2-(2-chloro-5-fluorophenoxy)-3-methylaniline BrC1=CC=C(C(=C1N)OC1=C(C=CC(=C1)F)Cl)C